(6R)-3-[2,2-difluoroethyl-(2-ethoxycarbonylallyl)carbamoyl]-6-methyl-2,4,6,7-tetrahydropyrrolo[4,3-c]Pyridine-5-carboxylic acid tert-butyl ester C(C)(C)(C)OC(=O)N1CC=2C(C[C@H]1C)=CNC2C(N(CC(=C)C(=O)OCC)CC(F)F)=O